Cl.NC/C(/CN1N=CN(C1=O)CC=1SC(=CC1)C1=CC(=C(C=C1)OC)OC)=C\F 2-[(2E)-2-(aminomethyl)-3-fluoroprop-2-en-1-yl]-4-[5-(3,4-dimethoxyphenyl)thiophen-2-yl]methyl-2,4-dihydro-3H-1,2,4-triazol-3-one hydrochloride